2-(4-chlorophenyl)-5-(4-methyl-piperazin-1-yl)-4,5,6,7-tetrahydro-2H-indazol-3-ol hydrochloride Cl.ClC1=CC=C(C=C1)N1N=C2CCC(CC2=C1O)N1CCN(CC1)C